C(#N)C=1C=NC(=NC1)C(C)NS(=O)C(C)(C)C N-(1-(5-Cyanopyrimidin-2-yl)ethyl)-2-methylpropane-2-sulfinamide